CN1N=CC2=CC=C(C=C12)C=1C2=C(NN1)C1=C(C2)SC(=C1)C1=CC=C(C=C1)C(=O)N1CCOCC1 (4-(3-(1-methyl-1H-indazol-6-yl)-1,4-dihydro-thieno[2',3':4,5]cyclopenta[1,2-c]pyrazol-6-yl)phenyl)(morpholino)methanone